1-(2-(Cyclopropylamino)-2-oxoacetyl)-N-(3-(difluoromethyl)-4-fluorophenyl)-7'-methyl-2'H,4'H,7'H-spiro[azetidin-3,3'-pyrrolo[3,4-b][1,4,5]oxathiazepin]-6'-carboxamid 1',1'-dioxid C1(CC1)NC(C(=O)N1CC2(NS(C=3C(OC2)=C(N(C3)C)C(=O)NC3=CC(=C(C=C3)F)C(F)F)(=O)=O)C1)=O